F[B-](F)(F)F.C1(=CC=C(C=C1)[CH2+]1C=CCS1)C 5-(p-tolyl)-5H-thiophen-5-ium tetrafluoroborate